5-(2-((5-chloro-4-(dimethylphosphoryl)pyridin-2-yl)amino)-2-oxoethyl)-5',6'-dihydro-[2,3'-bipyridine]-1'(2'H)-carboxylic acid tert-butyl ester C(C)(C)(C)OC(=O)N1CC(=CCC1)C1=NC=C(C=C1)CC(=O)NC1=NC=C(C(=C1)P(=O)(C)C)Cl